C(#N)[C@H]1CN(C[C@@H]1C1=CC=CC=C1)C(=O)[C@@H]1CC[C@H]2N1C([C@H](CCCC2)NC(=O)C2=CC=C1C=CC(=CC1=C2)C(F)P(O)(O)=O)=O ((7-(((3S,6S,10aS)-3-((3R,4S)-3-cyano-4-phenylpyrrolidine-1-carbonyl)-5-oxodecahydropyrrolo[1,2-a]azocin-6-yl)carbamoyl)naphthalen-2-yl)fluoromethyl)phosphonic acid